S(=O)(=O)([O-])OOS(=O)(=O)[O-].[Na+].[Na+] sodium mono-persulfate